octadecanedioic acid mono-tertbutyl ester C(C)(C)(C)OC(CCCCCCCCCCCCCCCCC(=O)O)=O